N-[6-(5-chloro-2-fluorophenyl)pyridazin-4-yl]-7-[(piperidin-4-yl)methoxy]quinolin-4-amine ClC=1C=CC(=C(C1)C1=CC(=CN=N1)NC1=CC=NC2=CC(=CC=C12)OCC1CCNCC1)F